[N+](=O)([O-])C=CC1=CC(=C(C=C1)C=O)C=O nitro-3,4-dioxomethylstyrene